1-isopropyl-1H-imidazole-5-carboxamide C(C)(C)N1C=NC=C1C(=O)N